S1CCNC(C2=C1C=CC=C2)=O 3,4-dihydrobenzo[f][1,4]thiazepine-5(2H)-one